3,4,5-trihexyloxybenzoyl chloride C(CCCCC)OC=1C=C(C(=O)Cl)C=C(C1OCCCCCC)OCCCCCC